(1S)-(+)-camphor-10-sulphonic acid CC1(C2CCC1(C(=O)C2)CS(=O)(=O)O)C